BrC(CC(=O)NC1=CC=C(C=C1)C(F)(F)F)C 3-bromo-N-(4-(trifluoromethyl)phenyl)butyramide